ClC=1N=C(C2=C(N1)N(C=C2)[C@H]2[C@@H]([C@@H]([C@@H](O2)C(OC)P(O)(O)=O)O)O)N[C@@H](CO)C2=CC=CC=C2 [(2R,3S,4R,5R)-5-[2-chloro-4-[[(1R)-2-hydroxy-1-phenyl-ethyl]amino]pyrrolo-[2,3-d]pyrimidin-7-yl]-3,4-dihydroxy-tetra-hydrofuran-2-yl]-methoxymethylphosphonic acid